CC(C)(C1=CC=C(C=C1)OCCO)C1=CC=C(C=C1)OCCO 1,1-dimethyl-Bis[4-(2-hydroxyethoxy)phenyl]methane